CN1C=C(C=2C1=CN=C(C2)NC(C)=O)C2=CC(=C1C(=N2)C2(OCC1)COCC2)OCCC=2SC=CC2 N-(1-methyl-3-(4'-(2-(thiophen-2-yl)ethoxy)-4,5,5',6'-tetrahydro-2H-spiro[furan-3,8'-pyrano[3,4-b]pyridin]-2'-yl)-1H-pyrrolo[2,3-c]pyridin-5-yl)acetamide